[Cl-].[Mg+2].CC1C(N(CCC1)C)(C)C.[Li+].[Cl-].[Cl-] lithium tetramethylpiperidine magnesium chloride